(S)-2-(2,5-Dimethyl-1-(4-(2-morpholinoethoxy)phenyl)-1H-pyrrol-3-yl)-N-(1-(ethylsulfonyl)pyrrolidin-3-yl)-1H-imidazo[4,5-b]pyridin-7-amin CC=1N(C(=CC1C=1NC=2C(=NC=CC2N[C@@H]2CN(CC2)S(=O)(=O)CC)N1)C)C1=CC=C(C=C1)OCCN1CCOCC1